[Fe].[Mn].[Cu] Copper-manganese-iron